C(CC=CC)C(OC)OC(CCC=CC)OC 3-pentenylmethoxymethyl ether